[Li].F[B-](F)(F)F.[H+] tetrafluoroboric acid lithium salt